2-(2-ethoxyethyl)cyclohexane-1-one C(C)OCCC1C(CCCC1)=O